C(C1=CC=CC=C1)OC1=C(C(=O)O)C=CC=C1Cl (benzyloxy)-3-chlorobenzoic acid